N-[(S)-(5-bromo-1H-imidazo[4,5-b]pyridin-2-yl)(4-methylcyclohexyl)methyl]-2-methyl-pyrazole-3-carboxamide BrC1=CC=C2C(=N1)N=C(N2)[C@@H](NC(=O)C=2N(N=CC2)C)C2CCC(CC2)C